COCC(=O)N1[C@@H](CN(CC1)C1=CC(=NC=C1)NC=1SC2=NC(=CC=C2N1)C=1C=NNC1C)C (R)-2-methoxy-1-(2-methyl-4-(2-((5-(5-methyl-1H-pyrazol-4-yl)thiazolo[5,4-b]pyridin-2-yl)amino)pyridin-4-yl)piperazin-1-yl)ethanone